ClC1=CC(=C(C=C1)C1=C(C2=C(CCC1)C=C(C=C2)O)C2=CC=C(C=C2)O[C@@H]2CN(CC2)CCCF)F 6-(4-chloro-2-fluoro-phenyl)-5-[4-[(3S)-1-(3-fluoropropyl)pyrrolidin-3-yl]oxyphenyl]-8,9-dihydro-7H-benzo[7]annulen-2-ol